FC1(C(CN(CC1)[C@H](C(=O)NC=1SC2=C(N1)C=C1CCCC1=C2)C)C=2C=NC(=C(C2)CO)OC)F (2S)-2-(4,4-difluoro-3-(5-(hydroxymethyl)-6-methoxypyridin-3-yl)piperidin-1-yl)-N-(6,7-dihydro-5H-indeno[5,6-d]thiazol-2-yl)propanamide